(Z)-N-(4-(1H-Tetrazol-5-yl)phenyl)-4-(5-((5-butylpyridin-2-yl)methylene)-2,4-dioxothiazolidin-3-yl)butanamide N1N=NN=C1C1=CC=C(C=C1)NC(CCCN1C(S\C(\C1=O)=C/C1=NC=C(C=C1)CCCC)=O)=O